CN(C1=CC=C(OC=2N=C(C3=C(N2)C=NC=C3)O)C=C1)C1=CC(=CC=C1)N1CCOCC1 2-{4-[methyl-(3-morpholin-4-yl-phenyl)-amino]-phenoxy}-pyrido[3,4-d]pyrimidin-4-ol